N-[(1S)-1-[3-(2-cyclopropyl-4-pyridinyl)-1,2,4-oxadiazol-5-yl]ethyl]-3-methoxy-benzamide C1(CC1)C1=NC=CC(=C1)C1=NOC(=N1)[C@H](C)NC(C1=CC(=CC=C1)OC)=O